N-(3-chloro-4-fluorophenyl)-3-(3-cyanoazetidin-1-yl)methyl-N-methyl-1-(6-methyl-4-trifluoromethylpyridin-2-yl)-4,5-dihydro-1H-pyrazole-5-carboxamide ClC=1C=C(C=CC1F)N(C(=O)C1CC(=NN1C1=NC(=CC(=C1)C(F)(F)F)C)CN1CC(C1)C#N)C